N1N=CC(=C1)C1=CC=C(CN(C(=O)[C@H]2CN(CCC2)C=2C=C(OC(C(=O)N3CCN(CC3)C(=O)OC(C)(C)C)(C)C)C=C(C2)Cl)C2CC2)C=C1 tert-butyl (R)-4-(2-(3-(3-((4-(1H-pyrazol-4-yl)benzyl)(cyclopropyl) carbamoyl)piperidin-1-yl)-5-chlorophenoxy)-2-methylpropanoyl)piperazine-1-carboxylate